(1R)-1-(4-chlorophenyl)-7-fluoro-5-[(1S)-1-hydroxy-1-(oxan-4-yl)propyl]-1-methoxy-3-oxo-2,3-dihydro-1H-isoindol-2-yl-2-methylpropanoic acid ClC1=CC=C(C=C1)[C@@]1(N(C(C2=CC(=CC(=C12)F)[C@](CC)(C1CCOCC1)O)=O)C(C(=O)O)(C)C)OC